O=C1N(CCC1)[C@@H](C(=O)N)CC (R)-2-(2-OXOPYRROLIDIN-1-YL)-BUTANAMIDE